3-Bromo-2-chloro-5-(methoxymethyl)pyridine BrC=1C(=NC=C(C1)COC)Cl